1-[2-[1-(2-methoxypropyl)-3-methyl-pyrazol-4-yl]-6-[5-[(6-methylpyridazin-3-yl)amino]benzimidazol-1-yl]-3-pyridyl]ethanol COC(CN1N=C(C(=C1)C1=NC(=CC=C1C(C)O)N1C=NC2=C1C=CC(=C2)NC=2N=NC(=CC2)C)C)C